[C@@H]12N(C[C@@H](NC1)C2)C=2C=CC=1N=CN=C(C1N2)NC2=C(C(=C(C=C2)OCC2COC2)C#C)F 6-[(1S,4S)-2,5-Diazabicyclo[2.2.1]heptan-2-yl]-N-[3-ethynyl-2-fluoro-4-(oxetan-3-ylmethoxy)phenyl]pyrido[3,2-d]pyrimidin-4-amine